(3S,4S)-4-amino-3-methyl-2-oxa-8-azaspiro[4.5]decan N[C@@H]1[C@@H](OCC12CCNCC2)C